ClC=1C(=C(C(=CC1)S)S)Cl dichloro-benzenedithiol